(S)-3-(1-(4-chloro-3-(methoxymethoxy)phenyl)-2-oxo-1,2-dihydro-3H-imidazo[4,5-b]pyridin-3-yl)pyrrolidine-1-carboxylic acid tert-butyl ester C(C)(C)(C)OC(=O)N1C[C@H](CC1)N1C(N(C=2C1=NC=CC2)C2=CC(=C(C=C2)Cl)OCOC)=O